1-(3,3',5'-trimethyl-[1,1'-biphenyl]-2-yl)-1H-pyrazole CC=1C(=C(C=CC1)C1=CC(=CC(=C1)C)C)N1N=CC=C1